6-{[4-Fluoro-3-(7-morpholin-4-yl-quinazolin-4-yl)-phenyl]hydroxy-methyl}-2-methyl-2H-pyridazin-3-one FC1=C(C=C(C=C1)C(C=1C=CC(N(N1)C)=O)O)C1=NC=NC2=CC(=CC=C12)N1CCOCC1